FC1=CC=C(CN(CCN)C2=CC=C(C3=NON=C32)[N+](=O)[O-])C=C1 N1-(4-fluorobenzyl)-N1-(7-nitrobenzo[c][1,2,5]oxadiazol-4-yl)ethane-1,2-diamine